N-(5-methoxybenzo[d][1,3]thiazepin-2-yl)benzamide COC=1C2=C(N=C(SC1)NC(C1=CC=CC=C1)=O)C=CC=C2